CC=1N=C(SC1C(=O)OC(C)C)NC(CCNC(C1=CC(=CC=C1)C=1N=NN(N1)C)=O)=O Isopropyl 4-methyl-2-[3-[[3-(2-methyltetrazol-5-yl)benzoyl]amino]propanoylamino]thiazole-5-carboxylate